(R)-1-chloro-8-methyl-N-(1-methylpiperidin-3-yl)pyrrolo[1,2-d][1,2,4]triazin-4-amine ClC=1C=2N(C(=NN1)N[C@H]1CN(CCC1)C)C=CC2C